rac-N-[(3S,4R)-7-methyl-6-oxo-4-({[(1s,4S)-4-(propan-2-yl)cyclohexyl]oxy}methyl)-1,3,4,6-tetrahydro-2H-quinolizin-3-yl]ethanesulfonamide CC=1C(N2[C@H]([C@H](CCC2=CC1)NS(=O)(=O)CC)COC1CCC(CC1)C(C)C)=O |r|